(1S)-1-tritylazacyclopropane-2-carboxylic acid C(C1=CC=CC=C1)(C1=CC=CC=C1)(C1=CC=CC=C1)[N@@]1C(C1)C(=O)O